BrC1=NN=C(C2=CC=C(C=C12)C(F)(F)F)O 4-bromo-6-(trifluoromethyl)phthalazin-1-ol